N2-[2-(4-methoxyphenyl)[1,2,4]triazolo[1,5-c]quinazolin-5-yl]-N-[2-(4-methylpiperazin-1-yl)ethyl]-D-alaninamide COC1=CC=C(C=C1)C1=NN2C(=NC=3C=CC=CC3C2=N1)N[C@H](C)C(=O)NCCN1CCN(CC1)C